1-(1H-benzoimidazol-5-yl)-5-{4-[2-(4-methoxybenzyl)-2H-tetrazol-5-yl]phenyl}-imidazolidine-2,4-dione N1C=NC2=C1C=CC(=C2)N2C(NC(C2C2=CC=C(C=C2)C=2N=NN(N2)CC2=CC=C(C=C2)OC)=O)=O